(R)-2-((2-bromo-6-nitro-4-sulfamoylphenyl)amino)-3-((tert-butyldimethylsilyl)oxy)propan tert-butyl-(E)-(1-((1-(dimethylamino)ethylidene)amino)-1-oxopropan-2-yl)(methyl)carbamate C(C)(C)(C)OC(N(C)C(C(=O)/N=C(\C)/N(C)C)C)=O.BrC1=C(C(=CC(=C1)S(N)(=O)=O)[N+](=O)[O-])N[C@H](C)CO[Si](C)(C)C(C)(C)C